methyl (R)-4-(2-(2,2,7-trifluoro-3-oxo-6-(perfluorophenyl)-2,3-dihydro-4H-benzo[b][1,4]oxazin-4-yl)acetyl)thiomorpholine-3-carboxylate 1,1-dioxide FC1(C(N(C2=C(O1)C=C(C(=C2)C2=C(C(=C(C(=C2F)F)F)F)F)F)CC(=O)N2[C@@H](CS(CC2)(=O)=O)C(=O)OC)=O)F